1-(5-(8-(but-3-en-1-yloxy)imidazo[1,2-a]pyrazin-6-yl)pyridazin-3-yl)-N-ethylethan-1-amine C(CC=C)OC=1C=2N(C=C(N1)C=1C=C(N=NC1)C(C)NCC)C=CN2